6-(2-piperidinyl)-3H-1,3-benzoxazol-2-one N1C(CCCC1)C1=CC2=C(NC(O2)=O)C=C1